ClC1=CC=C(C(=C1S(=O)(=O)N)O)NC(=O)NC1=C(C(=CC=C1)Cl)Cl 6-chloro-3-(3-(2,3-dichlorophenyl)ureido)-2-hydroxybenzenesulfonamide